tert-butyl 3-(chlorosulfonyl)-1H-pyrazolo[4,3-b]pyridine-1-carboxylate ClS(=O)(=O)C1=NN(C=2C1=NC=CC2)C(=O)OC(C)(C)C